FC1(CNC(N(C1)[C@H](C(F)F)C1=CC=2N(N=C1)C=C(N2)[C@H](C2CCC(CC2)(F)F)NC(OC(C)(C)C)=O)=O)F tert-Butyl ((S)-(7-((S)-1-(5,5-difluoro-2-oxotetrahydropyrimidin-1(2H)-yl)-2,2-difluoroethyl)imidazo[1,2-b]pyridazin-2-yl)(4,4-difluorocyclohexyl)methyl)carbamate